OC/C=C/C1=CC=CC=2N(C(N(C21)C)=O)C2C(NC(CC2)=O)=O 3-[4-[(E)-3-hydroxyprop-1-enyl]-3-methyl-2-oxo-benzimidazol-1-yl]piperidine-2,6-dione